O1C(CCC1)N1C2=NC=NC=C2N=C1 9-(tetrahydrofuran-2-yl)-9H-purine